OC1=C2C(C=C(OC2=CC=C1)C1=CC=CC=C1)=O 5-Hydroxyflavone